5-((7-chloroquinazolin-4-yl)amino)-2-(4,5-dimethyl-1H-imidazol-1-yl)pyridin-3-ol phosphoric acid salt P(O)(O)(O)=O.ClC1=CC=C2C(=NC=NC2=C1)NC=1C=C(C(=NC1)N1C=NC(=C1C)C)O